Tert-butyl-1'-(4-iodo-1-methyl-1H-pyrazol-5-yl)-2'-oxospiro[cyclopentane-1,3'-indoline]-4'-carbonitrile C(C)(C)(C)C1=C(C=2C3(C(N(C2C=C1)C1=C(C=NN1C)I)=O)CCCC3)C#N